NCC(=O)[O-].NCC(=O)O.NCC(=O)[O-].NCC(=O)[O-].NCC(=O)[O-].[Ti+4] titanium pentaglycinate